C(#N)C=1C=C2C(=CC1)NC1=C2CC(NC2=C1C=CC=C2)=O 9-cyano-7,12-dihydro-indolo[3,2-d][1]benzazepin-6(5H)-one